tert-butyl (4-(2-((1H-indazol-4-yl)amino)-2-oxoethoxy)butyl)carbamate N1N=CC2=C(C=CC=C12)NC(COCCCCNC(OC(C)(C)C)=O)=O